Ethyl 1-[(3,5-difluorophenyl) methyl]-4-oxo-piperidine-3-carboxylate FC=1C=C(C=C(C1)F)CN1CC(C(CC1)=O)C(=O)OCC